(E)-N-(4-((3-((4-chloro-3-(trifluoromethyl)phenyl)sulfonamido)-5-methylpyridin-2-yl)oxy)phenyl)-4-fluorobut-2-enamide ClC1=C(C=C(C=C1)S(=O)(=O)NC=1C(=NC=C(C1)C)OC1=CC=C(C=C1)NC(\C=C\CF)=O)C(F)(F)F